2-pyridyl disulfide N1=C(C=CC=C1)SSC1=NC=CC=C1